CC1=CCCC(C1=C)(C)C 1,5,5-trimethyl-6-methylenecyclohexene